(5-(Trimethylstannyl)pyridazin-4-yl)methanol C[Sn](C=1C(=CN=NC1)CO)(C)C